BrC1=C(C=CC(=C1)\C=C\C1=CC=CC=C1)OC (E)-2-bromo-1-methoxy-4-styrylbenzene